1-methyl-3-[[4-[5-(trifluoro-methyl)-1,2,4-oxadiazol-3-yl]phenyl]methyl]urea CNC(=O)NCC1=CC=C(C=C1)C1=NOC(=N1)C(F)(F)F